N-(3-chloro-2-methylphenyl)-2-(2-ethoxyethyl)-6-({[2-(trifluoromethyl)phenyl]carbonyl}amino)-1H-benzoimidazole-4-carboxamide ClC=1C(=C(C=CC1)NC(=O)C1=CC(=CC=2NC(=NC21)CCOCC)NC(=O)C2=C(C=CC=C2)C(F)(F)F)C